7-bromo-6-chloro-8-fluoro-2,4-dihydroxyquinoline-3-carbonitrile BrC1=C(C=C2C(=C(C(=NC2=C1F)O)C#N)O)Cl